5-(5-nitro-1H-1,2,4-triazole-3-yl)-1,3,4-oxadiazole [N+](=O)([O-])C1=NC(=NN1)C1=NN=CO1